C1(CC1)CN(C(OC(C)(C)C)=O)[C@H]1CN(CCC1)C1=CC(N(C=C1)C(C)N1N=NC(=C1)C=1C=NC=C(C1)N1CC(C1)C(F)F)=O tert-butyl (cyclopropylmethyl)((3R)-1-(1-(1-(4-(5-(3-(difluoromethyl) azetidin-1-yl)pyridin-3-yl)-1H-1,2,3-triazol-1-yl)ethyl)-2-oxo-1,2-dihydropyridin-4-yl) piperidin-3-yl)carbamate